C(C)OC(=O)C1(CC=NO1)C 5-methyl-4,5-dihydroisoxazole-5-carboxylic acid ethyl ester